C(C)OC(=O)C1(CCC1)OC1=C(C=CC=C1)/C=N/O.CC1OC(CN(C1)C1=CC=C(C=C1)NC=1C=CC2=C(OCC(N2CCCNC)=O)C1)C 7-((4-(2,6-dimethylmorpholino)phenyl)amino)-4-(3-(methylamino)propyl)-2H-benzo[b][1,4]oxazin-3(4H)-one (E)-ethyl-1-(2-((hydroxyimino)methyl)phenoxy)cyclobutanecarboxylate